2-((2-ethyl-6-(2-(4-((2S,4R)-4-hydroxy-1-methylpyrrolidine-2-carbonyl)piperazin-1-yl)pyrimidin-5-yl)imidazo[1,2-a]pyridin-3-yl)(methyl)amino)-4-(4-fluorophenyl)thiazole-5-carbonitrile C(C)C=1N=C2N(C=C(C=C2)C=2C=NC(=NC2)N2CCN(CC2)C(=O)[C@H]2N(C[C@@H](C2)O)C)C1N(C=1SC(=C(N1)C1=CC=C(C=C1)F)C#N)C